(1R,5S)-3-oxa-8-azabicyclo[3.2.1]octane, hydrochloride Cl.[C@H]12COC[C@H](CC1)N2